C1(CC1)COC1=CC=C(C=C1)C1=CC(=CN=N1)C(=O)NCC1=C(C=CC=C1)N1CCOCC1 6-[4-(cyclopropylmethoxy)phenyl]-N-[(2-morpholinophenyl)methyl]pyridazine-4-carboxamide